2-chloro-N,N-dimethyl-7-(p-tolyl)-7H-pyrrolo[2,3-d]pyrimidine-6-carboxamide ClC=1N=CC2=C(N1)N(C(=C2)C(=O)N(C)C)C2=CC=C(C=C2)C